(-)-1-{[2-oxo-4-(2,3,4-trifluorophenyl)pyrrolidin-1-yl]methyl}-1H-imidazole-4-carbonitrile O=C1N(CC(C1)C1=C(C(=C(C=C1)F)F)F)CN1C=NC(=C1)C#N